COC1=C(C=C(C=C1)[C@@H](C)N[C@H](C(=O)O)CCC(C)(C)C)C (2S)-2-{[(1R)-1-(4-methoxy-3-methylphenyl)ethyl]amino}-5,5-dimethylhexanoic acid